2-[(cyclopropylmethyl)amino]-5-[5-(2-oxo-1,2,3,4-tetrahydroquinolin-6-yl)-1,3,4-oxadiazol-2-yl]benzonitrile C1(CC1)CNC1=C(C#N)C=C(C=C1)C=1OC(=NN1)C=1C=C2CCC(NC2=CC1)=O